CN1C(C(=C(C2=CC(=CC=C12)C)N1CCC(CC1)C=1OC2=C(N1)C=C(C=C2)C)C#N)=O 1,6-dimethyl-4-[4-(5-methyl-1,3-benzooxazol-2-yl)piperidin-1-yl]-2-oxo-1,2-dihydroquinoline-3-carbonitrile